C(CCCCCC)OC(CCCCCCCCC\C=C/C=C)OCCCCCCC (3Z)-14,14-diheptyloxy-1,3-tetradecadiene